ClC=1C=C(CC=2NC(=C(N2)C2=CC(=C(C=C2)Cl)Cl)C)C=CC1 2-(3-Chlorobenzyl)-4-(3,4-dichlorophenyl)-5-methylimidazole